C(CCCCCCCCC)OC(CCCCCCCCCC(=O)O)=O 11-(decyloxy)-11-oxoundecanoic acid